4,7-dibromo-2-(3,4,5-trifluoro-phenyl)-2H-benzotriazole BrC1=CC=C(C2=NN(N=C21)C2=CC(=C(C(=C2)F)F)F)Br